5-hydroxy-2-(4-methoxyphenyl)-1-phenyl-1H-indole-3-carboxylic acid ethyl ester C(C)OC(=O)C1=C(N(C2=CC=C(C=C12)O)C1=CC=CC=C1)C1=CC=C(C=C1)OC